4-(3-(methylthio)-4-nitrophenyl)morpholine bismuth(III) [Bi+3].CSC=1C=C(C=CC1[N+](=O)[O-])N1CCOCC1